Methyl 4-amino-3-(tetrahydro-2H-pyran-4-yl)-1H-pyrazole-5-carboxylate NC=1C(=NNC1C(=O)OC)C1CCOCC1